N-{4-[3-Anilino-7-ethyl-4-oxo-4,5,6,7-tetrahydro-1H-pyrrolo[3,2-c]pyridin-2-yl]pyridin-2-yl}-4,4-difluoro-2-(4-fluorophenyl)butanamid N(C1=CC=CC=C1)C1=C(NC2=C1C(NCC2CC)=O)C2=CC(=NC=C2)NC(C(CC(F)F)C2=CC=C(C=C2)F)=O